2-(3-azabicyclo[3.1.0]hexan-3-yl)-8-bromo-3-[(4-methoxyphenyl)methyl]-6-methylquinazolin-4-one C12CN(CC2C1)C1=NC2=C(C=C(C=C2C(N1CC1=CC=C(C=C1)OC)=O)C)Br